2-((1-(5-methoxy-2-(1-methyl-1H-pyrazol-4-yl)-4-nitrophenyl)piperidin-4-yl)methyl)-2,9-diazaspiro[5.5]undecane-9-carboxylic acid tert-butyl ester C(C)(C)(C)OC(=O)N1CCC2(CCCN(C2)CC2CCN(CC2)C2=C(C=C(C(=C2)OC)[N+](=O)[O-])C=2C=NN(C2)C)CC1